FC(C=1C=C(C=CC1)C(C)=O)(F)F 1-(3-trifluoromethyl-phenyl)ethanone